FC1(C(C1)CCN(C1=C2CN(C(C2=CC=C1)=O)C1C(NC(CC1)=O)=O)C1CCC(CC1)NCC1(CC1)C(F)(F)F)F 3-(4-((2-(2,2-difluorocyclopropyl)ethyl)((1s,4s)-4-(((1-(trifluoromethyl)cyclopropyl)methyl)amino)cyclohexyl)amino)-1-oxoisoindolin-2-yl)piperidine-2,6-dione